selenium (methyl-d3)selenium C([2H])([2H])([2H])[Se].[Se]